5-cyano-1-methyl-N-(3-(oxazol-5-yl)-1H-indazol-5-yl)-6-oxo-1,6-dihydropyridine-3-carboxamide C(#N)C1=CC(=CN(C1=O)C)C(=O)NC=1C=C2C(=NNC2=CC1)C1=CN=CO1